C(C)(C)(C)OC(=O)NC1C(NCCC1)COC1CCC(CC1)C1=C(OCC(=O)O)C(=CC(=C1)F)F 2-(2-((1s,4s)-4-((3-((tert-butoxycarbonyl)amino)piperidin-2-yl)methoxy)cyclohexyl)-4,6-difluorophenoxy)acetic acid